linoleyl hentriacontanoate C(CCCCCCCCCCCCCCCCCCCCCCCCCCCCCC)(=O)OCCCCCCCC\C=C/C\C=C/CCCCC